tert-Butyl 6-chloro-3-[[(1R)-1-[3,6-dimethyl-2-(2-methylimidazo[1,2-a]pyridine-6-yl)-4-oxo-chromen-8-yl]ethyl]amino]pyridine-2-carboxylate ClC1=CC=C(C(=N1)C(=O)OC(C)(C)C)N[C@H](C)C=1C=C(C=C2C(C(=C(OC12)C=1C=CC=2N(C1)C=C(N2)C)C)=O)C